2-bromoethoxy-tert-butyl-dimethyl-monosilane BrCCO[Si](C)(C)C(C)(C)C